OC=1C2=C(N=CN1)C=C(C(=N2)OC2CCN(CC2)C(=O)OC(C)(C)C)OC tert-butyl 4-(4-hydroxy-7-methoxy-pyrido[3,2-d]pyrimidin-6-yl)oxypiperidine-1-carboxylate